ClC1=C(C(=CC=C1)Cl)C#C 1,3-dichloro-2-ethynylbenzene